dimethylpyran CC1C(=CC=CO1)C